tert-butyl-[2-(2-methoxyethylsulfonyl)ethoxy]-diphenyl-silane C(C)(C)(C)[Si](C1=CC=CC=C1)(C1=CC=CC=C1)OCCS(=O)(=O)CCOC